5-(2-{[(4-methoxyphenyl)diphenylmethyl]amino}-6-oxo-1H-purin-9-yl)oxolane-2-carbaldehyde COC1=CC=C(C=C1)C(C1=CC=CC=C1)(C1=CC=CC=C1)NC=1NC(C=2N=CN(C2N1)C1CCC(O1)C=O)=O